(R)-8-(1-aminoethyl)-3-(difluoromethyl)-6-fluoro-2-morpholinoquinazolin-4(3H)-one N[C@H](C)C=1C=C(C=C2C(N(C(=NC12)N1CCOCC1)C(F)F)=O)F